1-(tert-butyl)-3-(4-(methylsulfonyl)phenyl)-5-methyl-pyrazole-4-ol C(C)(C)(C)N1N=C(C(=C1C)O)C1=CC=C(C=C1)S(=O)(=O)C